O=C1NC(CCC1N1C(C2=CC=C(C=C2C1=O)NCCCCC(=O)N)=O)=O 5-((2-(2,6-dioxopiperidin-3-yl)-1,3-dioxoisoindolin-5-yl)amino)pentanamide